C1(CC1)C[C@@H](C(=O)N[C@H](C(=O)OC)C[C@H]1C(NCC1)=O)NC(=O)C=1NC2=CC=CC(=C2C1)C1CC1 methyl (2S)-2-[[(2S)-3-cyclopropyl-2-[(4-cyclopropyl-1H-indole-2-carbonyl)amino]propanoyl] amino]-3-[(3S)-2-oxopyrrolidin-3-yl]propanoate